di-tert-butyl 1-(1-benzyl-4-(ethoxycarbonyl)piperidin-4-yl)hydrazine-1,2-dicarboxylate C(C1=CC=CC=C1)N1CCC(CC1)(C(=O)OCC)N(NC(=O)OC(C)(C)C)C(=O)OC(C)(C)C